2,3-dibromo-propionaldehyde BrC(C=O)CBr